[Fe].[Ca].[Ba] barium calcium iron